1-(9Z-nonadecenoyl)-2-(9Z-pentadecenoyl)-glycero-3-phospho-(1'-sn-glycerol) CCCCCCCCC/C=C\CCCCCCCC(=O)OC[C@H](COP(=O)(O)OC[C@H](CO)O)OC(=O)CCCCCCC/C=C\CCCCC